N,N,N-trimethylmeth-1-yl-ammonium C[N+](C)(C)C